1-(5-((4-((4-((5-amino-1-(3-methylthiophene-2-carbonyl)-1H-1,2,4-triazol-3-yl)amino)phenyl)sulfonyl)piperazin-1-yl)methyl)pyridin-2-yl)dihydropyrimidine-2,4(1H,3H)-dione NC1=NC(=NN1C(=O)C=1SC=CC1C)NC1=CC=C(C=C1)S(=O)(=O)N1CCN(CC1)CC=1C=CC(=NC1)N1C(NC(CC1)=O)=O